2-(((1R)-1-(2-cyano-3-(4-(4-fluoro-phenyl)-2-methylpiperazin-1-yl)-7-methylquinoxalin-5-yl)ethyl)amino)-benzoic acid C(#N)C1=NC2=CC(=CC(=C2N=C1N1C(CN(CC1)C1=CC=C(C=C1)F)C)[C@@H](C)NC1=C(C(=O)O)C=CC=C1)C